Ethyl-Butyl-Acrylamide C(C)C=C(C(=O)N)CCCC